(R,E)-3-(4-(3-(acetamidomethyl)phenyl)-1H-pyrrolo[2,3-b]pyridin-3-yl)-N-(1-(3,4-dimethoxyphenyl)ethyl)acrylamide C(C)(=O)NCC=1C=C(C=CC1)C1=C2C(=NC=C1)NC=C2/C=C/C(=O)N[C@H](C)C2=CC(=C(C=C2)OC)OC